acryloyloxyethyl-benzyl-acryloyloxypropyl-benzyl-diethyl-ammonium chloride [Cl-].C(C=C)(=O)OCCC(C[N+](CC)(CC1=CC=CC=C1)CCCOC(C=C)=O)CC1=CC=CC=C1